ClC1=CC(=NC=C1)N1N=C(C=C1)CC(=O)NC1=NNC(=C1)C1CC1 2-[1-(4-chloropyridin-2-yl)pyrazol-3-yl]-N-(5-cyclopropyl-1H-pyrazol-3-yl)acetamide